CC1=CC=C2C(NN=C(C2=C1)C1=CC2=C(NC(=N2)NC(OCC)=O)C=C1)=O Ethyl (5-(7-methyl-4-oxo-3,4-dihydrophthalazin-1-yl)-1H-benzimidazol-2-yl)carbamate